N-(4-phenyl-2-hydroxyl-butyl)-hydroxylamine C1(=CC=CC=C1)CCC(CNO)O